[K+].C(CCCCCCC)(=O)[O-] caprylic acid potassium salt